dicyclopropyl(3-methoxy-4-(prop-2-yn-1-ylamino)phenyl)phosphine oxide C1(CC1)P(C1=CC(=C(C=C1)NCC#C)OC)(C1CC1)=O